4-benzyl-2-(naphthalene-1-yl)-1,2,4-thiadiazolidine-3,5-dione C(C1=CC=CC=C1)N1C(N(SC1=O)C1=CC=CC2=CC=CC=C12)=O